5-chloro-6-(2-hydroxy-2-methylpropoxy)-4-(6-(4-(pyridin-2-yloxy)piperidin-1-yl)pyridin-3-yl)pyrazolo[1,5-a]pyridine-3-carbonitrile ClC1=C(C=2N(C=C1OCC(C)(C)O)N=CC2C#N)C=2C=NC(=CC2)N2CCC(CC2)OC2=NC=CC=C2